6-chloro-2-(4-hydroxyphenoxy)quinoline ClC=1C=C2C=CC(=NC2=CC1)OC1=CC=C(C=C1)O